C1(NCCC2=CC=CC=C12)([2H])[2H] 1,2,3,4-tetrahydroisoquinoline-1,1-d2